N-(9-((2R,3R,4S,5R)-5-((bis(4-methoxyphenyl)(phenyl)methoxy)methyl)-3-hydroxy-4-methoxytetrahydrofuran-2-yl)-9H-purin-6-yl)benzamide COC1=CC=C(C=C1)C(OC[C@@H]1[C@H]([C@H]([C@@H](O1)N1C2=NC=NC(=C2N=C1)NC(C1=CC=CC=C1)=O)O)OC)(C1=CC=CC=C1)C1=CC=C(C=C1)OC